5-(pyridin-4-yl)isophthalic acid anion N1=CC=C(C=C1)C=1C=C(C=C(C(=O)[O-])C1)C(=O)[O-]